5,5'-bis(3-mercaptopropyl)-2,2'-bis(3-mercaptobutoxy)biphenyl SCCCC=1C=CC(=C(C1)C1=C(C=CC(=C1)CCCS)OCCC(C)S)OCCC(C)S